(R)-N,N-diisopropyl-3-(2-hydroxy-5-methylphenyl)-3-phenylpropanamine C(C)(C)N(CC[C@H](C1=CC=CC=C1)C1=C(C=CC(=C1)C)O)C(C)C